CC1=C(C=C(C=C1)O)C(C)C 4-methyl-3-(1-methylethyl)phenol